FC=1C=C(CC=2C=C3C(=NNC3=CC2)NC(C2=C(C=C(C=C2)N2CCN(CC2)C(CCCCCCCNC=2C=C3C(N(C(C3=CC2)=O)C2C(NC(CC2)=O)=O)=O)=O)NC2CCOCC2)=O)C=C(C1)F N-(5-(3,5-difluorobenzyl)-1H-indazol-3-yl)-4-(4-(8-((2-(2,6-dioxopiperidin-3-yl)-1,3-dioxoisoindolin-5-yl)amino)octanoyl)piperazin-1-yl)-2-((tetrahydro-2H-pyran-4-yl)amino)benzamide